ClC=1N=C(C2=C(N1)C=C(S2)C#CCN(C)C)N2CCOCC2 3-(2-Chloro-4-morpholinothieno[3,2-d]pyrimidin-6-yl)-N,N-dimethylprop-2-yn-1-amine